1,5-dibromo-3,4-dicarboxylthiophene BrS1C=C(C(=C1Br)C(=O)O)C(=O)O